C(C)OC(=O)C1=C(N=C2N1N=C(C=C2)C)C=2C=NC=C(C2)C(F)(F)F 6-methyl-2-[5-(trifluoromethyl)pyridin-3-yl]imidazo[1,2-b]pyridazine-3-carboxylic acid ethyl ester